NC=1N=NC(=CC1C#CC12CC(C1)(C2)C(=O)N)C2=C(C=CC=C2)O 3-((3-amino-6-(2-hydroxyphenyl)pyridazin-4-yl)ethynyl)bicyclo[1.1.1]pentane-1-carboxamide